tert-Butyl (2-(4-(6-((2-amino-2-oxo-1-phenylethyl)thio)-3,5-dicyano-4-ethylpyridin-2-yl)piperazin-1-yl)ethyl)carbamate NC(C(C1=CC=CC=C1)SC1=C(C(=C(C(=N1)N1CCN(CC1)CCNC(OC(C)(C)C)=O)C#N)CC)C#N)=O